ClC=1C=NC(=C(C(=O)NC2CCC(CC2)CN2C(N(C=3C=NC=CC32)C3=C(C=CC(=C3)OC)Cl)=O)C1)C(F)(F)F 5-chloro-N-((1r,4r)-4-((3-(2-chloro-5-methoxyphenyl)-2-oxo-2,3-dihydro-1H-imidazo[4,5-c]pyridin-1-yl)methyl)cyclohexyl)-2-(trifluoromethyl)nicotinamide